FC(C(=O)O)(C(C(=O)O)(F)F)F perfluorosuccinic acid